NC=1C=2N(C=CN1)C(=NC2C2=C(C=C(C(=O)NC1=NC=CC(=C1)C(F)(F)F)C=C2)OCC)[C@H]2CN1[C@@H](CO2)CN2[C@H](C1=O)CCC2 4-{8-amino-3-[(3R,6aS,11aR)-6-oxooctahydro-1H,6H-pyrrolo[1',2':4,5]pyrazino[2,1-c][1,4]oxazin-3-yl]imidazo[1,5-a]pyrazin-1-yl}-3-ethoxy-N-[4-(trifluoromethyl)pyridin-2-yl]benzamide